(S)-4-(piperidin-3-yl)aniline N1C[C@@H](CCC1)C1=CC=C(N)C=C1